N-[2-(acryloyloxy)ethyl]phthalimide tert-butyl-N-[[1-(2-chloro-5-formyl-pyrimidin-4-yl)pyrrolidin-3-yl]methyl]carbamate C(C)(C)(C)OC(NCC1CN(CC1)C1=NC(=NC=C1C=O)Cl)=O.C(C=C)(=O)OCCN1C(C=2C(C1=O)=CC=CC2)=O